FC1C(C1)C(=O)N 2-fluoro-cyclopropylcarboxamide